2,2'-bis(hydroxymethyl)butyric acid CCC(CO)(CO)C(=O)O